CC1=CN=C2C(=O)NC(=O)N=C2N1CCCO The molecule is a pteridine that is lumazine substituted with a 3-hydroxypropyl group at position 8 and a methyl group at position 7; one of 20 modifications to the potent microbial riboflavin-based metabolite antigen 5-(2-oxopropylideneamino)-6-D-ribityl aminouracil (5-OP-RU), an activator of mucosal-associated invariant T (MAIT) cells when presented by the MR1 protein (reported in MED:32123373). It derives from a lumazine.